6-(4-amino-4-(2-methoxyphenyl)piperidin-1-yl)-3-(2,3-dichlorophenyl)-1H-pyrazolo[3,4-d]pyrimidine-4-carboxamide NC1(CCN(CC1)C1=NC(=C2C(=N1)NN=C2C2=C(C(=CC=C2)Cl)Cl)C(=O)N)C2=C(C=CC=C2)OC